BrC1=CC=C(C=N1)N 6-bromopyridin-3-amine